cis-8-dimethylamino-1-(2,2-dimethyl-propyl)-3-[(4-methoxyphenyl)-methyl]-8-phenyl-1,3-diazaspiro[4.5]decan-2-one CN(C1(CCC2(CN(C(N2CC(C)(C)C)=O)CC2=CC=C(C=C2)OC)CC1)C1=CC=CC=C1)C